racemic-BOC-DL-proline methyl ester COC([C@H]1N(CCC1)C(=O)OC(C)(C)C)=O |r|